CN(C1=CC=C(C=C1)B(O)O)C (4-(dimethylamino)phenyl)-boronic acid